FC1(CCN(CC1)C=1N=C(C=C2C=CC=NC12)C(=O)OCC)F ethyl 8-(4,4-difluoropiperidin-1-yl)-1,7-naphthyridine-6-carboxylate